6-methoxy-7-(oxetan-3-yl)imidazo[1,2-a]pyridine COC=1C(=CC=2N(C1)C=CN2)C2COC2